The molecule is a phosphatidylcholine O-38:0 in which the alkyl and acyl groups (located at positions 1 and 2 respectively) are octadecyl and icosanoyl. It is a phosphatidylcholine O-38:0 and a 2-acyl-1-alkyl-sn-glycero-3-phosphocholine. It derives from an icosanoic acid. CCCCCCCCCCCCCCCCCCCC(=O)O[C@H](COCCCCCCCCCCCCCCCCCC)COP(=O)([O-])OCC[N+](C)(C)C